C(C)(C)(C)OC(=O)N[C@H]1CSC2=C(NC1=O)C(=C(C=C2)C(=O)OC)F methyl (3R)-3-(tert-butoxycarbonylamino)-6-fluoro-4-oxo-3,5-dihydro-2H-1,5-benzothiazepine-7-carboxylate